C(#N)C1=NC=C(C(=O)O)C(=C1)C1=C(C=CC(=C1)F)OC 6-cyano-4-(5-fluoro-2-methoxyphenyl)nicotinic acid